tertiary butyl-dimethylaniline C(C)(C)(C)C1=C(N(C)C)C=CC=C1